FC1=C2CCNC2=CC(=C1)F 4,6-difluoro-2,3-dihydro-1H-indole